ClC=1C=C(C=C(C1OC1=NNC(C(=C1)C(C)C)=O)Cl)N1N=C(C(NC1=O)=O)C#N 2-[3,5-dichloro-4-[(6-oxo-5-propan-2-yl-1H-pyridazin-3-yl)oxy]phenyl]-3,5-dioxo-1,2,4-triazine-6-carbonitrile